CCCCCCCCCC(=O)OC[C@H](COP(=O)(O)O)O The molecule is a 1-acyl-sn-glycerol 3-phosphate in which the 1-acyl substituent is specified as decanoyl. It is a 1-acyl-sn-glycerol 3-phosphate and a decanoate ester. It is a conjugate acid of a 1-decanoyl-sn-glycero-3-phosphate(2-).